1-phenyl-2-propyne C1(=CC=CC=C1)CC#C